Nε-benzylidene-L-lysine C(C1=CC=CC=C1)=NCCCC[C@H](N)C(=O)O